CC1C(N(C1)CC(=O)N1CCOCC1)C1=NN(C(=C1)NCC1=CC=C(C=C1)C(N)=N)C(=O)C1=CSC=C1 4-{[(3-{3-methyl-1-[2-(morpholin-4-yl)-2-oxoethyl]azetidin-2-yl}-1-(thiophene-3-carbonyl)-1H-pyrazol-5-yl)amino]methyl}benzene-1-carboximidamide